8-isopropyl-2-(pyridin-2-yl)-5-(4-(trifluoromethyl)-benzyl)-2,5,8-triazaspiro-[3.5]nonane-6,9-dione C(C)(C)N1CC(N(C2(CN(C2)C2=NC=CC=C2)C1=O)CC1=CC=C(C=C1)C(F)(F)F)=O